BrC1=CN=C(N1)C(F)(F)F 5-bromo-2-(trifluoromethyl)-1H-imidazole